CC1=C(C=CC=C1C(F)(F)F)[C@@H](C)NC1=C(C=NC2=CC=C(C=C12)N1CCN(CC1)C(=O)C1COCC1)C#N 4-(((R)-1-(2-methyl-3-(trifluoromethyl)phenyl)ethyl)amino)-6-(4-(tetrahydrofuran-3-carbonyl)piperazin-1-yl)quinoline-3-carbonitrile